succinimidyl-3,5-dimaleimidophenyl benzoate C(C1=CC=CC=C1)(=O)OC1=C(C(=CC(=C1)N1C(C=CC1=O)=O)N1C(C=CC1=O)=O)N1C(CCC1=O)=O